C(N)(=O)C1=CC(=C2C=NN(C2=C1)CC(=O)O)C1=NC(=NN1)C1=CC(=NN1CC)C {6-carbamoyl-4-[3-(1-ethyl-3-methyl-1H-pyrazol-5-yl)-1H-1,2,4-triazol-5-yl]-1H-indazol-1-yl}acetic acid